C(CCCCCC(C)C)(=O)C[N-]C isononanoyl-N,N-dimethylamide